(3-fluoroazetidine-3-yl)methyl-4-((3-isopropyl-5-methylpyrazolo[1,5-a]pyrimidin-7-yl)amino)piperidine-1-carboxylate FC1(CNC1)COC(=O)N1CCC(CC1)NC1=CC(=NC=2N1N=CC2C(C)C)C